BrC1=CC=C(O[C@H](C(=O)NC#N)C(C)C)C=C1 (2S)-2-(4-bromophenoxy)-N-cyano-3-methyl-butanamide